(S)-2-((4-amino-3-iodo-1H-pyrazolo[3,4-d]pyrimidin-1-yl)methyl)pyrrolidine-1-carboxylic acid NC1=C2C(=NC=N1)N(N=C2I)C[C@H]2N(CCC2)C(=O)O